tert-butyl 4-(4-fluoro-3-isopropyl-1H-indol-5-yl)-3,6-dihydropyridine-1(2H)-carboxylate FC1=C2C(=CNC2=CC=C1C=1CCN(CC1)C(=O)OC(C)(C)C)C(C)C